methyl 4-amino-3-chloro-5-(((1-ethyl-1H-imidazol-5-yl)methyl)amino)benzoate NC1=C(C=C(C(=O)OC)C=C1NCC1=CN=CN1CC)Cl